C(C)C=1N=C2N(C=C(C=C2)C=2C=NC(=CC2)N2CCN(CC2)C(=O)N2CCCC2)C1N(C=1SC(=C(N1)C1=CC=C(C=C1)F)C#N)C 2-((2-ethyl-6-(6-(4-(pyrrolidine-1-carbonyl)piperazin-1-yl)pyridin-3-yl)imidazo[1,2-a]pyridin-3-yl)(methyl)amino)-4-(4-fluorophenyl)thiazole-5-carbonitrile